O1COC2=C1C=CC(=C2)NC=2SC=C(N2)C=2SC(=C(N2)C2=CC=CC=C2)C N-(benzo[d][1,3]dioxolan-5-yl)-5-methyl-4-phenyl-[2,4'-bithiazole]-2'-amine